C(CCC)N1[C@H](CCCC1)C(=O)NC1=C(C=CC=C1C)C |r| (±)-1-Butyl-N-(2,6-dimethylphenyl)-2-piperidincarboxamide